(17β)-17-Hydroxyestra-4,9-dien-3-one O[C@@H]1[C@]2(C)[C@@H](CC1)[C@@H]1CCC3=CC(CCC3=C1CC2)=O